N-(4-methoxybenzyl)-1-methyl-2-oxo-1,2,3,4-tetrahydroquinoxaline-6-sulfonamide COC1=CC=C(CNS(=O)(=O)C=2C=C3NCC(N(C3=CC2)C)=O)C=C1